2-(6-(((1R,4R,5R,6S)-6-fluoro-2-azabicyclo[2.2.1]heptan-5-yl)(methyl)amino)pyridazin-3-yl)-5-(1H-imidazol-1-yl)phenol F[C@@H]1[C@@H]([C@H]2CN[C@@H]1C2)N(C2=CC=C(N=N2)C2=C(C=C(C=C2)N2C=NC=C2)O)C